N-(2-formyl-3-(1H-pyrazol-4-yl)phenyl)acetamide C(=O)C1=C(C=CC=C1C=1C=NNC1)NC(C)=O